2-hydroxy-2-methyl-phenylpropane-1-one OC1(C(C=CC=C1)C(CC)=O)C